2-((R)-8-bromo-3-methyl-5-oxo-3-(((S)-1-phenylethyl)carbamoyl)-2,3-dihydrobenzofuro[2,3-f][1,4]oxazepin-4(5H)-yl)acetic acid BrC1=CC2=C(C=C1)C1=C(C(N([C@](CO1)(C(N[C@@H](C)C1=CC=CC=C1)=O)C)CC(=O)O)=O)O2